2-[3-(4-{[5-amino-6-fluoro-7-(8-methyl-2,3-dihydro-1H-pyrido[2,3-b][1,4]oxazin-7-yl)quinazolin-2-yl]amino}-1H-pyrazol-1-yl)bicyclo[1.1.1]pentan-1-yl]propan-2-ol NC1=C2C=NC(=NC2=CC(=C1F)C1=C(C2=C(OCCN2)N=C1)C)NC=1C=NN(C1)C12CC(C1)(C2)C(C)(C)O